C1(CC1)O[C@H]1CNCC1 (R)-3-cyclopropoxypyrrolidine